COC=1C=C2C(=NC=NC2=CC1OC)N1CCC(CC1)C(C#N)(C)C 2-(1-(6,7-dimethoxyquinazolin-4-yl)piperidin-4-yl)-2-methylpropanenitrile